4-amino-7-fluoro-N-(2-propanyl)-N-((5-(trifluoromethyl)-2-pyridinyl)methyl)-1,3-dihydrofuro[3,4-c]quinoline-8-carboxamide NC1=NC=2C=C(C(=CC2C2=C1COC2)C(=O)N(CC2=NC=C(C=C2)C(F)(F)F)C(C)C)F